5-(2-chloro-5-(isobutyramidomethyl)benzamido)-1-methyl-N-(2-(trifluoromethyl)benzyl)-1H-indole-2-carboxamide ClC1=C(C(=O)NC=2C=C3C=C(N(C3=CC2)C)C(=O)NCC2=C(C=CC=C2)C(F)(F)F)C=C(C=C1)CNC(C(C)C)=O